ClC1=C(COC2=C(C=CC=C2)C=CC(C=CC2=NC=CC=C2)=NO)C=CC=C1 1-(2-(2-chlorobenzyloxy)phenyl)-5-(2-pyridyl)-1,4-pentadiene-3-one oxime